N[C@H]1CS(C2=C(N(C1=O)CC1=CC=C(C=C1)Cl)C=C(C(=C2)F)C2=NOC(=N2)N2CC(OCC2)C(F)(F)F)=O (3R)-3-amino-5-[(4-chlorophenyl)methyl]-8-fluoro-1-oxo-7-[5-[2-(trifluoromethyl)morpholin-4-yl]-1,2,4-oxadiazol-3-yl]-2,3-dihydro-1λ4,5-benzothiazepin-4-one